methyl 7-fluoro-1-methyl-indazole-4-carboxylate FC1=CC=C(C=2C=NN(C12)C)C(=O)OC